ethyl N-(2-(3-chloro-4-formylphenoxy)ethyl)-N-methylglycinate ClC=1C=C(OCCN(CC(=O)OCC)C)C=CC1C=O